C(C1=CC=CC=C1)OC[C@H]1C(N(CC1)C(C)C1=CC=C(C=C1)OC)=O (3S)-3-((benzyl-oxy)methyl)-1-(1-(4-methoxyphenyl)ethyl)pyrrolidin-2-one